FC1(C(C(C2=C(C(=C(C(=C12)F)F)F)F)(F)F)(F)F)F perfluoroindane